ClC=1C=C(C=CC1Cl)C(=O)[C@@H]1[C@H](C1)C(=O)OC(C)C Propan-2-yl (1S,2S)-2-[(3,4-dichlorophenyl)carbonyl]cyclopropane-1-carboxylate